CS(=O)(=O)C1=NC(=NC=C1)C=1C(=C2C(=NC1)NC=C2)N[C@H]2CN(CCC2)C(CC#N)=O (R)-3-(3-((5-(4-(methylsulfonyl)pyrimidin-2-yl)-1H-pyrrolo[2,3-b]pyridin-4-yl)amino)piperidin-1-yl)-3-oxopropanenitrile